FC(C(=O)O)(F)F.N1N=NN=C1NC(=O)C1CNC1 N-(1H-1,2,3,4-tetrazol-5-yl)azetidine-3-carboxamide trifluoroacetate